2-(5-(cyclopropylmethyl)-2-methoxyphenyl)-2-(cis-3-fluoro-4-((5-(5,6,7,8-tetrahydro-1,8-naphthyridin-2-yl)pentyl)oxy)pyrrolidin-1-yl)acetic acid C1(CC1)CC=1C=CC(=C(C1)C(C(=O)O)N1C[C@H]([C@H](C1)OCCCCCC1=NC=2NCCCC2C=C1)F)OC